4-amino-N-((1S)-1-(5-fluoro-2-pyridinyl)ethyl)-N,1,7-trimethyl-1H-pyrazolo[4,3-c]quinoline-8-carboxamide NC1=NC=2C=C(C(=CC2C2=C1C=NN2C)C(=O)N(C)[C@@H](C)C2=NC=C(C=C2)F)C